(S)-N-(3-(2-amino-[1,2,4]triazolo[1,5-a]pyridin-7-yl)-2-fluoro-6-methoxyphenyl)-3-phenylisoxazolidine-2-carboxamide NC1=NN2C(C=C(C=C2)C=2C(=C(C(=CC2)OC)NC(=O)N2OCC[C@H]2C2=CC=CC=C2)F)=N1